ClC=1C=C(C=CC1F)NCC1CCC(CC1)C(F)(F)F (S)-(3-chloro-4-fluorophenyl)-((1R,4S)-4-(trifluoromethyl)cyclohexyl)methylamine